((6-iodopyridin-3-yl)carbamoyl)-6-azaspiro[2.5]octane-6-carboxylate IC1=CC=C(C=N1)NC(=O)OC(=O)N1CCC2(CC2)CC1